6-cyclopentyl-2-(3,5-dimethyl-4-isoxazolyl)-5-iodo-4(3H)-pyrimidinone C1(CCCC1)C1=C(C(NC(=N1)C=1C(=NOC1C)C)=O)I